(1-hydroxyethane-1,1-diyl)diphosphonic acid OC(C)(P(O)(O)=O)P(O)(O)=O